(7R,11R)-3,7,11,15-tetramethyl-hexadec-2-en-1-ol CC(=CCO)CCC[C@@H](CCC[C@@H](CCCC(C)C)C)C